2-chloro-N-(4,4-difluorocyclohexyl)-6-(methoxymethyl)pyrimidin-4-amine ClC1=NC(=CC(=N1)NC1CCC(CC1)(F)F)COC